C(\C=C\C(=O)O)(=O)O.O=C1N[C@@H]([C@@H]2CC[C@H]1N2)C(=O)OCC ethyl (1S,2S,5R)-4-oxo-3,8-diazabicyclo[3.2.1]octane-2-carboxylate fumarate salt